C(C1=CC=CC=C1)OC1=C(C(=CC=C1)F)C=1C=CC(=[N+](C1)[O-])C(N[C@H]1CS(C=C1)(=O)=O)=O (R)-5-(2-(benzyloxy)-6-fluorophenyl)-2-((1,1-dioxido-2,3-dihydrothiophen-3-yl)carbamoyl)pyridine 1-oxide